N1=CC=C(C=C1)C1=CN=C2N1N=C(C=C2)NCC2=NC=CC=C2 3-(4-pyridyl)-N-(2-pyridylmeth-yl)imidazo[1,2-b]pyridazin-6-amine